ethyl (S,E)-3-(4-((2-(5-(4-chlorophenyl)-6,7-dimethyl-2-oxo-2,3-dihydro-1H-thieno[2,3-e][1,4]diazepin-3-yl)acetamido)methyl)phenyl)acrylate ClC1=CC=C(C=C1)C=1C2=C(NC([C@@H](N1)CC(=O)NCC1=CC=C(C=C1)/C=C/C(=O)OCC)=O)SC(=C2C)C